N-(1-(azetidin-1-ylmethyl)cyclopropyl)-2-(2-chloro-6-methylphenyl)acetamide N1(CCC1)CC1(CC1)NC(CC1=C(C=CC=C1C)Cl)=O